1,3-dimethylimidazolium methylsulfate COS(=O)(=O)[O-].CN1C=[N+](C=C1)C